2-Mercaptoadenosine SC=1N=C(C=2N=CN([C@H]3[C@H](O)[C@H](O)[C@@H](CO)O3)C2N1)N